C(C1=CC=CC=C1)OC1=C(C=CC(=C1)Br)[C@H](C)OC (S)-2-(benzyloxy)-4-bromo-1-(1-methoxyethyl)benzene